9-(8-chlorodibenzo[b,d]furan-1-yl)-9H-carbazole ClC=1C=CC2=C(C3=C(O2)C=CC=C3N3C2=CC=CC=C2C=2C=CC=CC32)C1